2-[1-[1-[(3S)-2,6-dioxo-3-piperidyl]indol-4-yl]-4-hydroxy-4-piperidyl]acetic acid tert-butyl ester C(C)(C)(C)OC(CC1(CCN(CC1)C1=C2C=CN(C2=CC=C1)[C@@H]1C(NC(CC1)=O)=O)O)=O